COC1=CC=C(C=C1)N1N=C(NC1=O)[C@@H]1CN(CCC1)CCN1CCOCC1 (s)-2-(4-methoxyphenyl)-5-(1-(2-morpholinoethyl)piperidin-3-yl)-2,4-dihydro-3H-1,2,4-triazol-3-one